α-lysine C(CCN)C[C@@H](C(=O)O)N